C(C)(C)(C)NC(=O)C1=NC=CC(=C1)NC(CC1=C(C=C(C(=C1)Cl)CN1CCCC1)O)=O N-tert-butyl-4-[[2-[5-chloro-2-hydroxy-4-(pyrrolidin-1-ylmethyl)phenyl]acetyl]amino]pyridine-2-carboxamide